2,5,8-trimethyldodecane-1,11-diol CC(CO)CCC(CCC(CCC(C)O)C)C